benzyl (imino(5-(((1S,3S,5S)-5-methyl-2-((5-phenylpentanoyl)glycyl)-2-azabicyclo[3.1.0]hexane-3-carboxamido)methyl)thiophen-3-yl)methyl)carbamate N=C(C1=CSC(=C1)CNC(=O)[C@H]1N([C@H]2C[C@]2(C1)C)C(CNC(CCCCC1=CC=CC=C1)=O)=O)NC(OCC1=CC=CC=C1)=O